4-[5-(aminomethyl)pyridin-2-yl]-3-[[2-methyl-4-(oxan-4-yl)imidazol-1-yl]methyl]benzonitrile NCC=1C=CC(=NC1)C1=C(C=C(C#N)C=C1)CN1C(=NC(=C1)C1CCOCC1)C